C(C)C(COC(CCCCC(=O)OCC(CCCC)CC)=O)CCCC di-(2-ethylhexyl)-adipate